CN1N=CC(=C1C=1C=C(C=CC1)[C@H](CC=C)NC([O-])=O)NC([C@@H](C=C)C)=O [(1S)-1-(3-{1-methyl-4-[(2R)-2-methylbut-3-enamido]-1H-pyrazol-5-yl}phenyl)but-3-en-1-yl]carbamate